2,4-dihydroxycinnamic acid anion OC1=C(C=CC(=O)[O-])C=CC(=C1)O